2,4-diethyl-6-methyl-1,3-cyclohexanediamine C(C)C1C(C(CC(C1N)CC)C)N